C(C)C1=C(C#N)C=CC(=C1)OC1=NC=C(C=C1)[N+](=O)[O-] 2-ethyl-4-[(5-nitro-2-pyridinyl)oxy]benzonitrile